FC1=C(C=C(C=C1)CC=1C(=C2C=CNC2=C(C1F)F)F)C=1NC=C(N1)C1(CCOC2=C(C=CC=C12)CCC(=O)OCC)C ethyl 3-(4-(2-(2-fluoro-5-((4,6,7-trifluoro-1H-indol-5-yl)methyl)phenyl)-1H-imidazol-4-yl)-4-methylchroman-8-yl)propanoate